F[C@@H]1[C@H](CNCC1)OC=1C=C2CN(C(C2=CC1)=O)C1C(NC(CC1)=O)=O |o1:1,2| 3-(5-(((3S*,4S*)-4-fluoropiperidin-3-yl)oxy)-1-oxoisoindolin-2-yl)piperidine-2,6-dione